2-aminoethane-1,1,2-tricarboxylic acid NC(C(C(=O)O)C(=O)O)C(=O)O